COC1=C(C=C(C=C1)OC)NC=1SC2=C(N1)CC[C@@]1([C@H]3CC[C@]4([C@H]([C@@H]3CC=C12)CC[C@@H]4O)C)C (5aR,5bS,7aS,8S,10aS,10bR)-2-((2,5-dimethoxyphenyl)amino)-5a,7a-dimethyl-5,5a,5b,6,7,7a,8,9,10,10a,10b,11-dodecahydro-4H-cyclopenta[7,8]phenanthro[2,1-d]thiazol-8-ol